BrC(Br)(Br)[SiH3] tribromomethyl-silane